FC1=C(C=CC(=C1)N(CCCl)CCCl)C1=NC(=NC(=N1)C(Cl)(Cl)Cl)C(Cl)(Cl)Cl 4-[o-fluoro-p-N,N-bis(chloroethyl)aminophenyl]-2,6-bis(trichloromethyl)-s-triazine